CC=1C=C(C=CC1)N(C1=CC=C2C=CC=3C(=CC=C4C=CC1=C2C34)N(C3=CC(=CC=C3)C3(C4=CC=CC=C4C=4C=CC=CC34)C3=CC=CC=C3)C3=CC(=CC=C3)C)C3=CC(=CC=C3)C3(C4=CC=CC=C4C=4C=CC=CC34)C3=CC=CC=C3 N,N'-bis(3-methyl-phenyl)-N,N'-bis[3-(9-phenyl-9H-fluoren-9-yl)phenyl]pyrene-1,6-diamine